4-methyl-2-methylenequinuclidin-3-one CC12C(C(N(CC1)CC2)=C)=O